COC=1C=NNC1 4-methoxy-pyrazole